FC1=CC=C(OC2=CC=C(C=C2)C2=NC(=CC(=C2)C=2N=NN(N2)CC(=O)N)C)C=C1 2-(5-(2-(4-(4-fluorophenoxy)phenyl)-6-methylpyridin-4-yl)-2H-tetrazol-2-yl)acetamide